O[C@H]1[C@@H](CCC=2C=C(C=NC12)C#N)[C@@H]1N2C(C3=CC=CC=C13)=CN=C2 (7s,8S)-8-hydroxy-7-((S)-5H-imidazo[5,1-a]isoindol-5-yl)-5,6,7,8-tetrahydroquinoline-3-carbonitrile